sodium (S)-3-(2',5'-dimethoxybiphenyl-3-yl)-3-(3-(1,5-dimethyl-4-oxido-2-oxo-1,2-dihydro pyridin-3-yl)ureido)propanoate COC1=C(C=C(C=C1)OC)C1=CC(=CC=C1)[C@H](CC(=O)[O-])NC(=O)NC=1C(N(C=C(C1[O-])C)C)=O.[Na+].[Na+]